FC1=C(C=C(C=C1)NC(=NO)C1=NON=C1NCCNS(=O)(=O)C)C N-(4-Fluoro-3-methylphenyl)-N'-hydroxy-4-({2-[(methylsulfonyl)amino]ethyl}amino)-1,2,5-oxadiazole-3-carboximidamide